FC1=CC(=CC2=CN(N=C12)C1CCNCC1)C1=CC2=C(N=C(O2)C)C(=C1O)C 6-[7-fluoro-2-(4-piperidinyl)indazol-5-yl]-2,4-dimethyl-1,3-benzoxazol-5-ol